5-[4-methyl-7-[(3R)-1-methyl-3-piperidyl]imidazo[4,5-c]pyridazin-3-yl]benzothiophen CC=1C2=C(N=NC1C=1C=CC3=C(C=CS3)C1)N(C=N2)[C@H]2CN(CCC2)C